4-(9,9-diphenylacridin-10(9H)-yl)phenylboronic acid C1(=CC=CC=C1)C1(C2=CC=CC=C2N(C=2C=CC=CC12)C1=CC=C(C=C1)B(O)O)C1=CC=CC=C1